C(#N)N[C@@H]1C[C@H](C1)C(=O)NC=1C=NN(C1)C1=CC=CC=C1 trans-3-(cyanoamino)-N-(1-phenyl-1H-pyrazol-4-yl)cyclobutane-1-carboxamide